(R)-N-(2,4-dimethoxybenzyl)-4-(3-(dimethylamino)-3-(4-methyl-3-(trifluoromethyl)phenethyl)piperidin-1-yl)-2,6-difluoro-N-(pyrimidin-4-yl)benzenesulfonamide COC1=C(CN(S(=O)(=O)C2=C(C=C(C=C2F)N2C[C@](CCC2)(CCC2=CC(=C(C=C2)C)C(F)(F)F)N(C)C)F)C2=NC=NC=C2)C=CC(=C1)OC